3-(4'-cyano-[1,1'-biphenyl]-4-yl)-N-(2,2-difluoroethyl)-2-(5-hydroxy-6-oxo-1,6-dihydropyrimidin-4-yl)propanamide C(#N)C1=CC=C(C=C1)C1=CC=C(C=C1)CC(C(=O)NCC(F)F)C=1N=CNC(C1O)=O